rac-(4aR,8aS)-6-(4-(5-Fluorobenzo[d]isoxazol-3-yl)piperidine-1-carbonyl)hexahydro-2H-pyrido[4,3-b][1,4]oxazin-3(4H)-one FC=1C=CC2=C(C(=NO2)C2CCN(CC2)C(=O)N2C[C@@H]3[C@@H](OCC(N3)=O)CC2)C1 |r|